B([O-])([O-])[O-].[O-2].[Eu+3].[Ca+2] calcium europium oxide borate